ClC(OC1=CC=C(C=C1)NC(=O)C1=CN(C(C=C1)=O)C=1C=NN(C1)CC1CC1)(F)F N-[4-[Chloro(difluoro)methoxy]phenyl]-1-[1-(cyclopropylmethyl)pyrazol-4-yl]-6-oxo-pyridine-3-carboxamide